5'-methoxy-2-oxo-2H-[1,2'-bipyridine]-3-methylamine COC=1C=CC(=NC1)N1C(C(=CC=C1)CN)=O